BrC=1C=C(C=CC1)C=1C=C(C=CC1)C1=CC(=CC=C1)C1=NC=C(C=C1)C1=CC=CC=C1 (3''-bromo-1,1':3',1''-terphenyl-3-yl)-5-phenylpyridine